((4-([1,1'-biphenyl]-4-yl)pyridin-2-yl)methyl)-1-oxa-8-azaspiro[4.5]decane C1(=CC=C(C=C1)C1=CC(=NC=C1)CC1OC2(CC1)CCNCC2)C2=CC=CC=C2